COCCOCCOC(N[C@@H](CC(C)C)C(=O)N[C@@H](C(C=O)(O)N)CC1=CC=CC=C1)=O |&1:18| ((1S)-1-((((1RS)-β-amino-1-benzyl-2-hydroxy-3-oxopropyl)amino)carbonyl)-3-methylbutyl)carbamic acid 5-methoxy-3-oxapentyl ester